FC1(CN(CC1(C)C)C=1C=2N(N=C(C1)C=1C(=NC(=NC1)OC)OC)C(=C(N2)C)F)F 8-(3,3-difluoro-4,4-dimethylpyrrolidin-1-yl)-6-(2,4-dimethoxypyrimidin-5-yl)-3-fluoro-2-methylimidazo[1,2-b]pyridazine